2'-Chloro-N-(5-(3-chloro-5-methylpyrazine-2-carbonyl)-5,6-dihydro-4H-pyrrolo[3,4-d]thiazol-2-yl)-5'-methoxy-6-methyl-[4,4'-bipyridine]-3-carboxamide ClC1=NC=C(C(=C1)C1=C(C=NC(=C1)C)C(=O)NC=1SC2=C(N1)CN(C2)C(=O)C2=NC=C(N=C2Cl)C)OC